O1C(CC2=C1C=CC=C2)C(=O)N 2,3-dihydrobenzofuran-2-carboxamide